N-[3-(5-chloro-1,3-benzoxazol-2-yl)-1-bicyclo[1.1.1]pentanyl]-5-(trifluoromethyl)pyridine-3-carboxamide ClC=1C=CC2=C(N=C(O2)C23CC(C2)(C3)NC(=O)C=3C=NC=C(C3)C(F)(F)F)C1